C(C)(C)(C)OC(=O)NC1=CC=CC2=C1C(=C(O2)C(=O)OCC)C ethyl 4-((tert-butoxycarbonyl) amino)-3-methylbenzofuran-2-carboxylate